3-triethoxysilylpropane-1-thiol C(C)O[Si](CCCS)(OCC)OCC